BrC1=CC=CC(=N1)NC(C(C)(C)C)=O N-(6-bromopyridin-2-yl)pivaloamide